Cl.NC(C(=O)OC)CC1=CC=C(C=C1)[N+](=O)[O-] methyl 2-amino-3-(4-nitrophenyl)propanoate hydrochloride salt